Diethyl 2,2,2-trifluoro-1-phenylethyl phosphate P(=O)(OCC)(OCC)OC(C(F)(F)F)C1=CC=CC=C1